2-methyl-3,4-dihydro-quinolin-1(2H)-yl-propan-1-one CC1N(C2=CC=CC=C2CC1)C(CC)=O